(3-amino-2,2-difluoropropyl)(4-((3-amino-2,2-difluoropropyl)amino)butyl)carbamic acid NCC(CN(C(O)=O)CCCCNCC(CN)(F)F)(F)F